(S)-6-(7-fluoro-6-(2-oxopiperidin-1-yl)-1H-benzo[d]imidazol-2-yl)-2-methyl-7-((1-(pyrimidin-2-yl)ethyl)amino)-2H-pyrazolo[4,3-b]pyridin-5(4H)-one FC1=C(C=CC2=C1NC(=N2)C2=C(C=1C(NC2=O)=CN(N1)C)N[C@@H](C)C1=NC=CC=N1)N1C(CCCC1)=O